7-[4-(4-chloro-3-methoxy-phenyl)-1-piperidyl]-3-(2,6-dibenzyloxy-3-pyridyl)-1-methyl-indazole ClC1=C(C=C(C=C1)C1CCN(CC1)C=1C=CC=C2C(=NN(C12)C)C=1C(=NC(=CC1)OCC1=CC=CC=C1)OCC1=CC=CC=C1)OC